3-[7-fluoro-2-(4-fluorophenyl)-1H-indol-3-yl]cyclobutylamine FC=1C=CC=C2C(=C(NC12)C1=CC=C(C=C1)F)C1CC(C1)N